BrC1=CC2=C(N=C(S2)NC(=O)C2CC2)C=C1 N-(6-bromo-1,3-benzothiazole-2-yl)cyclopropanecarbamide